5-bromo-3-(diethoxyphosphorylmethyl)-2-methoxypyridine BrC=1C=C(C(=NC1)OC)CP(=O)(OCC)OCC